COC(CCOC=1C=C2CN(C(C2=CC1)=O)C1C(NC(CC1)=O)=O)OC 3-(5-(3,3-dimethoxypropoxy)-1-oxoisoindolin-2-yl)piperidine-2,6-dione